COC([C@@H](NCC1=C(C=C(C(=C1)Cl)OCC1=C(C(=CC=C1)C1=C2CCN(C2=CC=C1)CCCN1CCC(CC1)O)C)OCC=1C=NC=C(C1)C#N)CO)=O N-(5-chloro-2-((5-cyanopyridin-3-yl)methoxy)-4-(3-(1-(3-(4-Hydroxypiperidin-1-yl)propyl)indolin-4-yl)-2-methylbenzyloxy)benzyl)-L-serine methyl ester